3'-Cyclopropyl-5'-(6-(hydroxymethyl)-1-oxoisoindolin-2-yl)-2-(4-methyl-4H-1,2,4-triazol-3-yl)-[1,1'-biphenyl]-4-carbonitrile C1(CC1)C=1C=C(C=C(C1)N1C(C2=CC(=CC=C2C1)CO)=O)C1=C(C=C(C=C1)C#N)C1=NN=CN1C